(3-Fluoro-5-(4-(4-fluorophenyl)-1,4-diazacycloheptan-1-yl)phenyl)methylamine trifluoroacetate FC(C(=O)O)(F)F.FC=1C=C(C=C(C1)N1CCN(CCC1)C1=CC=C(C=C1)F)CN